[Na+].BrC=1C(=NC=C(C1)F)C(=O)N[C@@](COS(=O)(=O)[O-])(CCCC)C.FC1=CC2=C(N=C(N2)CC2=CC=C(C=C2)Cl)C=C1F 5,6-difluoro-2-(4-chlorobenzyl)benzimidazole (R)-2-(3-bromo-5-fluoropyridinecarboxamido)-2-methylhexyl-sulfate sodium salt